(3R,4S)-3-cyclopropyl-4-methyl-2-oxo-1-[6-[1-[(3RS)-oxolan-3-yl]pyrazol-4-yl]pyrrolo[1,2-b]pyridazin-4-yl]pyrrolidine-3-carbonitrile C1(CC1)[C@]1(C(N(C[C@H]1C)C=1C=2N(N=CC1)C=C(C2)C=2C=NN(C2)[C@H]2COCC2)=O)C#N |&1:23|